C(C)(C)(C)OC(=O)N1[C@H](C[C@H](C1)O)COC1=C(C(=O)O)C(=CC(=C1)Cl)OC(C)C 2-(((2R,4R)-1-(tert-Butoxycarbonyl)-4-hydroxypyrrolidin-2-yl)methoxy)-4-chloro-6-isopropoxybenzoic acid